(2S,5R)-2-(2-ethylbutyl)-3,6-dimethoxy-5-(propan-2-yl)-2,5-dihydropyrazine C(C)C(C[C@@H]1N=C([C@H](N=C1OC)C(C)C)OC)CC